3-(4-{[3-(2-hydroxyethyl)phenyl]sulfamoyl}phenyl)-1-(pyridin-3-ylmethyl)urea OCCC=1C=C(C=CC1)NS(=O)(=O)C1=CC=C(C=C1)NC(NCC=1C=NC=CC1)=O